(2S,4R)-1-(2-(1H-1,2,3-triazol-5-yl)acetyl)-4-fluoropyrrolidine-2-carboxylic acid benzyl ester C(C1=CC=CC=C1)OC(=O)[C@H]1N(C[C@@H](C1)F)C(CC1=CN=NN1)=O